[13C]12(CC3CC(CC(C1)C3)C2)O 1-adamantanol-13C